ClC1=CC(=C(C=C1)C1(OC2=C(O1)C=CC=C2C2CCN(CC2)CC=2N(C(=CN2)/C=C/C(=O)O)[C@@H](C)C2=CC=CC=C2)C)F (E)-3-(2-((4-(2-(4-chloro-2-fluorophenyl)-2-methylbenzo[d][1,3]dioxol-4-yl)piperidin-1-yl)methyl)-1-((S)-1-phenylethyl)-1H-imidazol-5-yl)acrylic acid